tert-butyl 4-[4-methoxy-2-[[(1R)-1-phenylethoxy] carbonylamino]phenyl]piperidine-1-carboxylate COC1=CC(=C(C=C1)C1CCN(CC1)C(=O)OC(C)(C)C)NC(=O)O[C@H](C)C1=CC=CC=C1